B(F)(F)F.C(C)(C)(C)[K] tert-butyl-potassium trifluoroborate